1-(9Z-heptadecenoyl)-2-tetradecanoyl-glycero-3-phospho-(1'-sn-glycerol) CCCCCCCCCCCCCC(=O)O[C@H](COC(=O)CCCCCCC/C=C\CCCCCCC)COP(=O)(O)OC[C@H](CO)O